5-chloro-N-(6-((5,6-dihydropyrrolo[3,4-c]pyrazol-1(4H)-yl)methyl)-4-methoxybenzo[d]isoxazol-3-yl)-2-methoxybenzenesulfonamide hydrochloride Cl.ClC=1C=CC(=C(C1)S(=O)(=O)NC1=NOC2=C1C(=CC(=C2)CN2N=CC1=C2CNC1)OC)OC